tert-butyl 3-(3-oxopropoxy)propanoate O=CCCOCCC(=O)OC(C)(C)C